2-allyl-1-(3-hydroxyprop-1-en-1-yl)cyclohexan-1-ol C(C=C)C1C(CCCC1)(O)C=CCO